NC=1NC(C=2[N+](=CN(C2N1)[C@@H]1O[C@@H]([C@H]([C@H]1O)O)COP(=O)(OP(=O)(O)O)O)CCOC1=CC=CC=C1)=O 2-amino-9-((2R,3R,4S,5R)-3,4-dihydroxy-5-(((hydroxy(phosphonooxy)phosphoryl)oxy)methyl)tetrahydrofuran-2-yl)-6-oxo-7-(2-phenoxyethyl)-6,9-dihydro-1H-purin-7-ium